(S)-5-(2,4-difluorophenoxy)-1-isobutyl-1H-indazole-6-carboxylic acid (3-dimethylamino-1-dimethylcarbamoylpropyl)amide CN(CC[C@@H](C(N(C)C)=O)NC(=O)C1=C(C=C2C=NN(C2=C1)CC(C)C)OC1=C(C=C(C=C1)F)F)C